C12(CC3CC(CC(C1)C3)C2)C2OOC2 adamantyl-1,2-dioxetane